BrCCCCCO 5-bromopentan-1-ol